C(C)(C)(C)OC(=O)N1CCN(C2(CC2)C1)C=1C2=C(N(C(N1)=O)C=1C(=NC=CC1C)C(C)C)N=C(C(=C2)Cl)C2=C(C(=CC=C2)C)OC 4-(6-chloro-7-(2-methoxy-3-methylphenyl)-1-(2-isopropyl-4-methylpyridin-3-yl)-2-oxo-1,2-dihydropyrido[2,3-d]pyrimidin-4-yl)-4,7-diazaspiro[2.5]octane-7-carboxylic acid tert-butyl ester